[(6-chloro-5-fluoro-pyridine-3-carbonyl)amino] 2,2-dimethylpropanoate CC(C(=O)ONC(=O)C=1C=NC(=C(C1)F)Cl)(C)C